C(=O)([O-])[C@H](O)[C@@H](O)C(=O)[O-].[Pt+2].C1(CCCCC1)(N)N cyclohexanediamine platinum(II) L-(+)-tartrate